1-(5-fluoro-4-(trifluoromethyl)pyridin-2-yl)-N-(1-methyl-1H-indazol-7-yl)-1H-pyrazole-4-sulfonamide FC=1C(=CC(=NC1)N1N=CC(=C1)S(=O)(=O)NC=1C=CC=C2C=NN(C12)C)C(F)(F)F